BrC1=C(C=C(C=C1)SCC)Cl (4-bromo-3-chlorophenyl)(ethyl)sulfane